3,3-dimethyl-1-(pent-4-en-1-yn-1-yl)cyclohex-1-ene CC1(C=C(CCC1)C#CCC=C)C